N-(3-(6,7-difluoro-1H-benzo[d]imidazol-2-yl)phenyl)-5-(pyridazin-3-yl)pyrimidin-2-amine FC=1C=CC2=C(NC(=N2)C=2C=C(C=CC2)NC2=NC=C(C=N2)C=2N=NC=CC2)C1F